The molecule is a dichloromuconate(2-) obtained by deprotonation of the carboxy groups of 2,3-dichloromuconic acid; major species at pH 7.3. It is a conjugate base of a 2,3-dichloromuconic acid. C(=CC(=O)[O-])C(=C(C(=O)[O-])Cl)Cl